(1s,4s)-7-(4-Nitrophenyl)-7-azabicyclo[2.2.1]Heptane [N+](=O)([O-])C1=CC=C(C=C1)N1C2CCC1CC2